[Ce].NC(=O)N urea, cerium salt